2-fluoro-N-((5-(thiophen-2-yl)-1,3,4-oxadiazol-2-yl)methyl)benzamide tert-butyl-(2S)-2-{[(2S)-2-{[(4-bromophenyl)carbamoyl]amino}-4-methylpentanoyl]amino}-3-methylbutanoate C(C)(C)(C)OC([C@H](C(C)C)NC([C@H](CC(C)C)NC(NC1=CC=C(C=C1)Br)=O)=O)=O.FC1=C(C(=O)NCC=2OC(=NN2)C=2SC=CC2)C=CC=C1